1-amino-N-(2-methyl-1-oxo-1-((6-(trifluoromethoxy)benzo[d]thiazol-2-yl)amino)propan-2-yl)cyclopropane-1-carboxamide NC1(CC1)C(=O)NC(C(NC=1SC2=C(N1)C=CC(=C2)OC(F)(F)F)=O)(C)C